fluoride compound with aluminum [Al+3].[F-].[F-].[F-]